OCC[C@H](CCC)NC=1C2=C(N=C(N1)NC(OC)=O)C=NN2CC2=NC(=CC=C2OC)C(C)(C)NC(=O)OC methyl (S)-(7-((1-hydroxyhexan-3-yl)amino)-1-((3-methoxy-6-(2-((methoxycarbonyl)amino)propan-2-yl)pyridin-2-yl)methyl)-1H-pyrazolo[4,3-d]pyrimidin-5-yl)carbamate